1-Benzyl-N-(1-methyl-2-oxo-2,3,4,5-tetrahydro-1H-imidazo[1,5-a][1,3]diazepin-3-yl)-1H-1,2,3-triazol-4-carboxamid C(C1=CC=CC=C1)N1N=NC(=C1)C(=O)NC1C(N(C=2N(CC1)C=NC2)C)=O